CO[C@H](CN)C (S)-2-methoxypropylamine